N2-(3,5-dichlorophenyl)-5-(1-propyl-1H-pyrazol-4-yl)-N4-(1,2,3,4-tetrahydroisoquinolin-7-yl)pyrimidine-2,4-diamine ClC=1C=C(C=C(C1)Cl)NC1=NC=C(C(=N1)NC1=CC=C2CCNCC2=C1)C=1C=NN(C1)CCC